COC=1C(=NC=C(C1)N)N(C)C 3-methoxy-N2,N2-dimethylpyridine-2,5-diamine